C(C)(C)(C)OC(N(C1=NC=CC(=N1)C=1C=NC(=NC1)NS(=O)CC1=CC=CC=C1)C=1C=NN(C1)C)=O tert-butyl(1-methyl-1H-pyrazol-4-yl)(2'-((phenylmethyl)sulfinamido)-[4,5'-bipyrimidin]-2-yl)carbamate